ClC=1C=C(C=NC1N1CCNCC1)C(=O)OCC1=CC=C(C=C1)C p-tolylmethyl 5-chloro-6-piperazin-1-yl-pyridine-3-carboxylate